O1C(=CC=C1)C(=O)[O-].O1C(=CC=C1)C(=O)[O-].O1C(=CC=C1)C(=O)[O-].C[Si](C1=CC=C(C=C1)C1=CC=C(C=C1)[S+](C1=CC=CC=C1)C1=CC=CC=C1)(O)C.C[Si](C)(O)C1=CC=C(C=C1)C1=CC=C(C=C1)[S+](C1=CC=CC=C1)C1=CC=CC=C1.C[Si](C)(O)C1=CC=C(C=C1)C1=CC=C(C=C1)[S+](C1=CC=CC=C1)C1=CC=CC=C1 4-{4'-(dimethylhydroxysilyl)phenyl}phenyldiphenylsulfonium trifurate